2-(10-(biphenyl-4-yl)anthracen-9-yl)-5-bromopyridine C1(=CC=C(C=C1)C1=C2C=CC=CC2=C(C2=CC=CC=C12)C1=NC=C(C=C1)Br)C1=CC=CC=C1